COC1=CC(=C2C(C=C(OC2=C1)C1=CC=CC=C1)=O)C 7-methoxy-5-methyl-2-phenyl-4H-chromen-4-one